ClC1=CC=C(C=N1)CN1\C(\C=CC=C1)=C\C(C(F)(F)F)=O (3E)-3-[1-[(6-chloro-3-pyridinyl)methyl]-2-pyridylidene]-1,1,1-trifluoropropan-2-one